O=C1C(=C(C=NN1)OCCCCCC(=O)N1CCN(CC1)C1=CC=C(C=N1)C#N)C(F)(F)F 6-[4-(6-[[6-Oxo-5-(trifluoromethyl)-1,6-dihydropyridazin-4-yl]oxy]hexanoyl)piperazin-1-yl]pyridine-3-carbonitrile